COC1=CC=C(C=C1)CC[C@@]1([C@H](N(C1=O)C(N[C@H](C)C1=CC=CC=C1)=O)C(=O)OCC1=CC=CC=C1)C benzyl (2S,3R)-3-[2-(4-methoxyphenyl)ethyl]-3-methyl-4-oxo-1-{[(1R)-1-phenylethyl]carbamoyl}azetidine-2-carboxylate